2-{4-[1-(Aminomethyl)-5-(difluoromethyl)-4-oxo-3H-pyrido[4,3-d][1,2]diazin-7-yl]-2-(tridecylmethyl)pyrazol-3-yl}-4-chloro-3-fluoro-6-[(methylcyclopropyl)oxy]benzene-1-carbonitrile NCC1=NNC(C2=C1C=C(N=C2C(F)F)C2=C(N(N=C2)CCCCCCCCCCCCCC)C2=C(C(=CC(=C2F)Cl)OC2(CC2)C)C#N)=O